4-(4-(Aminomethyl)-1-oxo-8-vinyl-1,2-dihydrophthalazin-6-yl)-1-methyl-1H-pyrazole NCC1=NNC(C2=C(C=C(C=C12)C=1C=NN(C1)C)C=C)=O